3-((3-cyclopropylpyridin-2-yl)oxy)-2,2-dimethylpropionic acid C1(CC1)C=1C(=NC=CC1)OCC(C(=O)O)(C)C